C1=CC2=CNC(=C2C=C1)CC(=O)O isoindoleacetic acid